C1=CC=CC=2C3=CC=CC=C3C(C12)COC(=O)N([C@@H](COCC1=CC=CC=C1)C(=O)O)C N-(((9H-fluoren-9-yl)methoxy)carbonyl)-O-benzyl-N-methyl-L-serine